O[C@H]1CN(CCC1)C1=CC=C2C3(CC=4C(=NOC4C2=C1)NS(=O)(=O)C1=C(C=CC=C1)OC)CC3 (R)-N-(8'-(3-hydroxypiperidin-1-yl)-4'H-spiro[cyclopropane-1,5'-naphtho[2,1-d]isoxazol]-3'-yl)-2-methoxybenzenesulfonamide